N-(2-cyclopropoxy-1-(5-(2-methoxy-1-(2-oxo-4-(trifluoromethyl)imidazolidin-1-yl)ethyl)benzo[d]oxazol-2-yl)propyl)-1-ethyl-1H-pyrazole-5-carboxamide C1(CC1)OC(C(C=1OC2=C(N1)C=C(C=C2)C(COC)N2C(NC(C2)C(F)(F)F)=O)NC(=O)C2=CC=NN2CC)C